CCCCCCCCC(N)N Diaminononane